ClC=1C=C(NC=2C3=C(N=CN2)C=CC(=N3)O[C@@H]3CN(CC3)C(C=C)=O)C=CC1OCC(F)F 1-[(3S)-3-[4-[3-chloro-4-(2,2-difluoroethoxy)anilino]pyrido[3,2-d]pyrimidin-6-yl]oxypyrrolidin-1-yl]prop-2-en-1-one